C(C#CC)(=O)N[C@H]1CCC=C(C1)C1=C2C(=C(NC2=C(C=C1F)C(=O)N)C)Cl (S)-4-(5-(but-2-ynamido)cyclohex-1-en-1-yl)-3-chloro-5-fluoro-2-methyl-1H-indole-7-carboxamide